The molecule is an O-acylcarnitine in which the acyl group is specified as (4E,7E,10E,13E,16E,19E)-docosahexaenoyl. It has a role as a rat metabolite and a mouse metabolite. CC/C=C/CC/C=C/C/C=C/CC/C=C/CC/C=C/CCC(=O)OC(CC(=O)[O-])C[N+](C)(C)C